N-(5-cyclopentyl-1H-pyrazol-3-yl)-2-[3-(1-methylazetidin-3-yl)azetidin-1-yl]pyrimidin-4-amine C1(CCCC1)C1=CC(=NN1)NC1=NC(=NC=C1)N1CC(C1)C1CN(C1)C